ClC1=CC=C(C=C1)C=1OC(=CC1)C1=CC=CC=C1 2-(4-chlorophenyl)-5-phenyl-furan